3,6-difluoro-5-(2-fluoroethoxy)pyridin-2-amine FC=1C(=NC(=C(C1)OCCF)F)N